(R)-1-(3-(6-(4-(4-methylpiperazin-1-yl)phenylamino)-1H-pyrazolo[3,4-d]pyrimidin-4-ylamino)piperidin-1-yl)prop-2-en-1-one CN1CCN(CC1)C1=CC=C(C=C1)NC1=NC(=C2C(=N1)NN=C2)N[C@H]2CN(CCC2)C(C=C)=O